BrC1=NN(C=C1)CC1=CC(C(=C(N1CC)C1=CC(=C(C=C1)Cl)Cl)C(=O)OCC)=O ethyl 6-[(3-bromopyrazol-1-yl)methyl]-2-(3,4-dichlorophenyl)-1-ethyl-4-oxo-pyridine-3-carboxylate